FC1=C(C=C(C=C1)[N+](=O)[O-])N1CCN(CC1)C(=O)OC(C)(C)C tert-Butyl 4-(2-fluoro-5-nitrophenyl)piperazine-1-carboxylate